FC1=CC(=C(C=C1C=1C=NNC1)O)C=1N=NC(=CC1)N1CC(CC1)NC1(CC1)C 4-fluoro-2-(6-{3-[(1-methylcyclopropyl)amino]pyrrolidin-1-yl}pyridazin-3-yl)-5-(1H-pyrazol-4-yl)phenol